S=C1NC2=CC=CC=C2C1 2,3-dihydro-2-thioxo-1H-indol